(±)-(1R,2S,3R,4S)-2,3-Dimethyl-7-azabicyclo[2.2.1]heptane Hydrochloride Cl.C[C@@H]1[C@H]2CC[C@@H]([C@@H]1C)N2 |r|